COCCNC(=O)C1=CC(=CC=2N(C=NC21)CC(F)(F)F)C#CCNC=2C(OC)=CC=C(C2)S(=O)(=O)C N-2-Methoxyethyl-6-[3-(4-mesyl-2-anisidino)-1-propynyl]-1-(2,2,2-trifluoroethyl)-1H-1,3-benzimidazole-4-carboxamide